N-[5-[5-[[(1R,3S)-3-aminocyclopentyl]methoxy]-2-cyano-4-pyridyl]pyrazolo[1,5-a]pyridin-2-yl]cyclopropanecarboxamide N[C@@H]1C[C@@H](CC1)COC=1C(=CC(=NC1)C#N)C1=CC=2N(C=C1)N=C(C2)NC(=O)C2CC2